pyrido[3,2-d]pyrimidinone N1C(N=CC2=C1C=CC=N2)=O